NC=1C(=NC(=CN1)C1=NC(=NC=C1C(F)(F)F)N1CCOCC1)C(=O)NC1=NC=CC=C1N1CCC(CC1)(C)N 3-Amino-N-(3-(4-amino-4-methylpiperidin-1-yl)pyridin-2-yl)-6-(2-morpholino-5-(trifluoromethyl)pyrimidin-4-yl)pyrazin-2-carboxamid